C(CCCCCCC)P(OCCCCCCCC)([O-])=O.[Nd+3].C(CCCCCCC)OP([O-])(=O)CCCCCCCC.C(CCCCCCC)OP([O-])(=O)CCCCCCCC neodymium octyl (octylphosphonate)